azoaniline Methyl-1-(5-(2-chloro-4-fluoro-3-methyl-5-nitrobenzamido)-2-fluoro-4-(4-methylpiperazin-1-yl)phenyl)-1H-1,2,3-triazole-4-carboxylate COC(=O)C=1N=NN(C1)C1=C(C=C(C(=C1)NC(C1=C(C(=C(C(=C1)[N+](=O)[O-])F)C)Cl)=O)N1CCN(CC1)C)F.N(=NNC1=CC=CC=C1)NC1=CC=CC=C1